4-(trifluoromethyl)benzyl (1-(2-cyanopyrimidin-4-yl)cyclohexyl)carbamate C(#N)C1=NC=CC(=N1)C1(CCCCC1)NC(OCC1=CC=C(C=C1)C(F)(F)F)=O